N1=CC=C(C=C1)C1=NNC(=C1)N1C(CC(CC1)C1=CC=C(C=C1)C(F)(F)F)=O 1-(3-(Pyridin-4-yl)-1H-pyrazol-5-yl)-4-(4-(trifluoromethyl)phenyl)piperidin-2-one